C(#N)C1=C(C=CC=C1)SC=1C=2N(C=C(C1)C=1C=NN(C1)C(C)C)N=CC2C#N 4-((2-cyanophenyl)thio)-6-(1-isopropyl-1H-pyrazol-4-yl)pyrazolo[1,5-a]pyridine-3-carbonitrile